FC([C@@H](C1=CC=C(C=C1)F)N1N=CC(=C1)C=1C(=C(C=CC1)C1=CC=2N(C(=C1)OC)N=C(N2)N)F)(C)F (R)-7-(3-(1-(2,2-difluoro-1-(4-fluorophenyl)propyl)-1H-pyrazol-4-yl)-2-fluorophenyl)-5-methoxy-[1,2,4]triazolo[1,5-a]pyridin-2-amine